N=1C=NN2C1C=C(C=C2)OC2=CC(=C(C=C2F)NC=2C1=C(N=CN2)C=CC(=N1)Cl)F N-(4-([1,2,4]triazolo[1,5-a]pyridin-7-yloxy)-2,5-difluorophenyl)-6-chloropyrido[3,2-d]pyrimidin-4-amine